20-hydroxyeicosanoate OCCCCCCCCCCCCCCCCCCCC(=O)[O-]